2-(3,3-dimethyl-1,1-dioxido-2,3-dihydrobenzo[b]thiophen-5-yl)acetic acid CC1(C2=C(S(C1)(=O)=O)C=CC(=C2)CC(=O)O)C